COC(=O)C1NC(C(C1C1=CC=CC=C1)(C#N)C#N)C1=CC=C(C=C1)F 4,4-dicyano-3-phenyl-5-(4-fluorophenyl)-pyrrolidine-2-carboxylic acid methyl ester